triphenyl(2-phenylethyl)phosphonium iodide [I-].C1(=CC=CC=C1)[P+](CCC1=CC=CC=C1)(C1=CC=CC=C1)C1=CC=CC=C1